ClC=1C=C(C=CC1)C1(NC=C(C(=N1)NC1=CC=C2CCNCC2=C1)C=1C=NN(C1)C(C)C)N 2-(3-chlorophenyl)-5-(1-isopropyl-1H-pyrazol-4-yl)-N4-(1,2,3,4-tetrahydroisoquinolin-7-yl)pyrimidine-2,4-diamine